FC1=C(C=C(C=C1)C=1C=C(C2=C(C=C(O2)CNC(OC(C)(C)C)=O)C1)C(F)(F)F)C(=O)N1CCOCC1 tert-Butyl (5-(4-fluoro-3-(morpholine-4-carbonyl)phenyl)-7-(trifluoromethyl)benzofuran-2-yl)methylcarbamate